N-[2-[4-(hydroxymethyl)cyclohexyl]-6-methoxy-indazol-5-yl]pyridazine-3-carboxamide OCC1CCC(CC1)N1N=C2C=C(C(=CC2=C1)NC(=O)C=1N=NC=CC1)OC